1-benzyl-4,7-dichloro-1H-imidazo[4,5-d]pyridazine C(C1=CC=CC=C1)N1C=NC=2C1=C(N=NC2Cl)Cl